SCCC(=O)N(N)C([C@H](CSSC[C@@H](C(=O)O)N)N)=O L-cystine, mercaptopropionylhydrazide